2-(4-ethynylpiperidin-1-yl)benzo[d]thiazole C(#C)C1CCN(CC1)C=1SC2=C(N1)C=CC=C2